C(C1=CN=CC=C1)(=O)OC1=C(C(=CC(=C1)Cl)C=NC(CC1=CC=C(C=C1)OC(C(C)C)=O)C(COC)=O)OC(C(C)C)=O 5-chloro-2-(isobutyryloxy)-3-((1-(4-(isobutyryloxy)phenyl)-4-methoxy-3-oxobutan-2-ylimino)methyl)phenyl nicotinate